5-[3-iodo-6-(trifluoromethyl)indazol-2-yl]-1-(2,2,3,3,3-pentafluoropropyl)pyrazolo[3,4-c]pyridine IC=1N(N=C2C=C(C=CC12)C(F)(F)F)C=1C=C2C(=CN1)N(N=C2)CC(C(F)(F)F)(F)F